4-(1,3-dimethyl-1H-pyrazol-4-yl)-6-(4-(methoxycarbonyl)phenyl)-3,6-dihydropyridine-1(2H)-carboxylic acid benzyl ester C(C1=CC=CC=C1)OC(=O)N1CCC(=CC1C1=CC=C(C=C1)C(=O)OC)C=1C(=NN(C1)C)C